C1(CC1)N1[C@H](CCC1=O)C(=O)NC1=C(C=CC(=C1)OC1=NC=C(C=C1)C(F)(F)F)OC (R)-1-Cyclopropyl-N-(2-methoxy-5-((5-(trifluoromethyl)pyridin-2-yl)oxy)phenyl)-5-oxopyrrolidine-2-carboxamide